(R)-2-((benzyloxy)methyl)-3-oxo-3,6-dihydropyridine-1(2H)-carboxylic acid tert-butyl ester C(C)(C)(C)OC(=O)N1[C@@H](C(C=CC1)=O)COCC1=CC=CC=C1